(2S)-4-[3-(dimethylamino)butanoyloxy]-1-(6-oxo-6-undecoxy-hexyl)pyrrolidine-2-carboxylic acid [8-(1-octylnonyloxy)-8-oxo-octyl] ester C(CCCCCCC)C(CCCCCCCC)OC(CCCCCCCOC(=O)[C@H]1N(CC(C1)OC(CC(C)N(C)C)=O)CCCCCC(OCCCCCCCCCCC)=O)=O